CC1=NN(C(=N1)[C@H](C)NC(C1=CC(=CC(=C1)C(F)(F)F)C(F)(F)F)=O)C=1SC(=CN1)C(=O)N1CCCC1 N-[(1S)-1-{3-methyl-1-[5-(pyrrolidin-1-ylcarbonyl)-1,3-thiazol-2-yl]-1H-1,2,4-triazol-5-yl}ethyl]-3,5-bis(trifluoromethyl)benzamide